FC=1C(=C(C=C(C1)C1OCCCC1)[C@H](C(=O)O)N1C[C@@H](CC1)OCCCCCC1=NC=2NCCCC2C(=C1)OC)OC (2R)-2-(3-fluoro-2-methoxy-5-(tetrahydro-2H-pyran-2-yl)phenyl)-2-((R)-3-((5-(4-methoxy-5,6,7,8-tetrahydro-1,8-naphthyridin-2-yl)pentyl)oxy)pyrrolidin-1-yl)acetic acid